C1(CC1)[C@@H](CCCN1C=NC2=CC(=C(C=C2C1=O)F)C1=NC=C(C=N1)C(F)(F)F)NC=1C=NNC(C1C(F)(F)F)=O 3-[(4R)-4-cyclopropyl-4-[[6-oxo-5-(trifluoromethyl)-1H-pyridazin-4-yl]amino]butyl]-6-fluoro-7-[5-(trifluoromethyl)pyrimidin-2-yl]quinazolin-4-one